N-(4-FORMYL-PYRIDIN-2-YL)-ACETAMIDE C(=O)C1=CC(=NC=C1)NC(C)=O